S1CC[N+]=2C1=NC=CC2[O-] 2,3-dihydrothiazolo[3,2-a]pyrimidin-4-ium-5-olate